Cl.[2H]C(C)([2H])[C@H]1C[C@H](NCC1)C1=CC=CC=C1 |r| rac-(2S,4R)-4-(1,1-dideuterioethyl)-2-phenyl-piperidine hydrochloride